6-azaspiro[3.4]octan-2-ol trifluoroacetate salt FC(C(=O)O)(F)F.C1C(CC12CNCC2)O